S1C(=NC2=C1C=CC=C2)C(=O)N2[C@@H](C1=C(CC2)NC=N1)C1=NN2C(C(=CC=C2)C)=C1 (S)-benzo[d]thiazol-2-yl(4-(4-methylpyrazolo[1,5-a]pyridin-2-yl)-1,4,6,7-tetrahydro-5H-imidazo[4,5-c]pyridin-5-yl)methanone